(2R)-2-(2-chlorobenzyl)pyrrolidin ClC1=C(C[C@@H]2NCCC2)C=CC=C1